CC=1C(=C(N)C=C(C1)C)S(=O)(=O)C(F)(F)F 3,5-dimethyl-2-((trifluoromethyl)sulfonyl)aniline